N,N-Dicyclohexyl-5-cyclopropyl-3-isoxazolecarboxamide C1(CCCCC1)N(C(=O)C1=NOC(=C1)C1CC1)C1CCCCC1